2'-(((1S,3S)-3-((5-(difluoromethoxy)pyrimidin-2-yl)amino)cyclopentyl)amino)-3-(morpholine-4-carbonyl)-2H-[1,4'-bipyridyl]-2-one FC(OC=1C=NC(=NC1)N[C@@H]1C[C@H](CC1)NC1=NC=CC(=C1)N1C(C(=CC=C1)C(=O)N1CCOCC1)=O)F